ClC=1C(=C(C=CC1)NC1=C(NC2=C1C(NCC2)=O)C2=CC=NC1=C2N=C(N=C1)OC1CC1)OC 3-[(3-chloro-2-methoxyphenyl)amino]-2-{2-cyclopropoxypyrido[3,2-d]pyrimidin-8-yl}-1H,5H,6H,7H-pyrrolo[3,2-c]pyridin-4-one